3-Benzyl 2-tert-butyl (1S,3S,4S,5R,6R)-6-(cyclopropylmethyl)-5-fluoro-2-azabicyclo[2.2.2]octane-2,3-dicarboxylate C1(CC1)C[C@H]1[C@H]([C@@H]2[C@H](N([C@H]1CC2)C(=O)OC(C)(C)C)C(=O)OCC2=CC=CC=C2)F